FC=1C=C(C=C(C1)N1C[C@H](CC1)O)NC(=O)C1=NC(=NC(=C1)C(F)(F)F)N1C=NC=C1 (S)-N-(3-fluoro-5-(3-hydroxypyrrolidin-1-yl)phenyl)-2-(1H-imidazol-1-yl)-6-(trifluoromethyl)pyrimidine-4-carboxamide